C1(CC1)N1N=CC(=C1)C1=NNC2=CN=C(C=C21)C2=C(C=C(C=C2C)CNC)F 1-(4-(3-(1-cyclopropyl-1H-pyrazol-4-yl)-1H-pyrazolo[3,4-c]pyridin-5-yl)-3-fluoro-5-methylphenyl)-N-methylaminomethane